NC1=NC=C2N(C(N(C2=N1)[C@@H]1O[C@@H](C[C@H]1O)CO)=O)CC1=CSC=C1 2-Amino-9-((2R,3R,5S)-3-hydroxy-5-(hydroxymethyl)tetrahydrofuran-2-yl)-7-(thiophen-3-ylmethyl)-7,9-dihydro-8H-purin-8-on